5-amino-3-(5-(2-amino-1,1-difluoro-2-oxoethyl)-5-hydroxyoctahydro-pentalen-2-yl)-N-(3-chloro-4-fluorophenyl)-1-methyl-1H-pyrazole-4-carboxamide NC1=C(C(=NN1C)C1CC2CC(CC2C1)(O)C(C(=O)N)(F)F)C(=O)NC1=CC(=C(C=C1)F)Cl